N-(1-(hydroxymethyl)cyclopropyl)-5-((2-methoxypyridin-3-yl)methoxy)-2-methylbenzofuran-3-carboxamide OCC1(CC1)NC(=O)C1=C(OC2=C1C=C(C=C2)OCC=2C(=NC=CC2)OC)C